(R)-4-(6-(3,5-dimethyl-1H-pyrazol-4-yl)-2-(1H-indol-4-yl)pyrido[3,2-d]pyrimidin-4-yl)-3-methylmorpholine CC1=NNC(=C1C=1C=CC=2N=C(N=C(C2N1)N1[C@@H](COCC1)C)C1=C2C=CNC2=CC=C1)C